CC=1C(=NC=C(C1)C)OCC(C(=O)N[C@H]1[C@@H](CNCC1)F)(C)C 3-((3,5-dimethylpyridin-2-yl)oxy)-N-((3R,4R)-3-fluoropiperidin-4-yl)-2,2-dimethylpropionamide